4-(6-{[7-cyclopentyl-6-(dimethylcarbamoyl)-7H-pyrrolo[2,3-d]pyrimidin-2-yl]amino}pyridin-3-yl)piperazin-1-ium-trifluoroacetate salt FC(C(=O)[O-])(F)F.C1(CCCC1)N1C(=CC2=C1N=C(N=C2)NC2=CC=C(C=N2)N2CC[NH2+]CC2)C(N(C)C)=O